BrCCC1C(C)O1 2,3-epoxy-5-bromopentane